[Si](C)(C)(C(C)(C)C)OCCN1CCC=2C=C(N=CC2C1)C(=O)OCC ethyl 7-(2-((tert-butyldimethylsilyl)oxy)ethyl)-5,6,7,8-tetrahydro-2,7-naphthyridine-3-carboxylate